(E)-3-(5-(6-(but-1-en-1-yl)pyridin-2-yl)-1-oxoisoindolin-2-yl)piperidine-2,6-dione C(=C\CC)/C1=CC=CC(=N1)C=1C=C2CN(C(C2=CC1)=O)C1C(NC(CC1)=O)=O